14-amino-N-(4-((1-(3,4-dichlorophenyl)-4-methyl-4,5-dihydro-1H-pyrazol-3-yl)amino)-4-oxobutyl)-6-methyl-3,9,12-trioxa-6-azatetradecanamide dihydrochloride Cl.Cl.NCCOCCOCCN(CCOCC(=O)NCCCC(=O)NC1=NN(CC1C)C1=CC(=C(C=C1)Cl)Cl)C